ethyl cis-2-(5-((tert-butoxycarbonyl)amino)-2-chlorophenyl)cyclopropane-1-carboxylate C(C)(C)(C)OC(=O)NC=1C=CC(=C(C1)[C@@H]1[C@@H](C1)C(=O)OCC)Cl